CN1CC2N(C3=CC(=CC=C3N(C2)C)NC=2N=CC3=C(N2)NC(=C3)C)CC1 2-((3,6-dimethyl-2,3,4,4a,5,6-Hexahydro-1H-pyrazino[1,2-a]quinoxalin-9-yl)amino)-6-methyl-7H-pyrrolo[2,3-d]pyrimidine